Biphenylen C1=CC=CC=2C3=CC=CC=C3C12